2-Methyl-5-((1-methylazetidin-2-yl)methoxy)-N-(1-(7-(2-methylprop-1-en-1-yl)quinolin-5-yl)cyclopropyl)benzamide CC1=C(C(=O)NC2(CC2)C2=C3C=CC=NC3=CC(=C2)C=C(C)C)C=C(C=C1)OCC1N(CC1)C